8-amino-N-(4-{[4-(hydroxymethyl)piperidin-1-yl]carbonyl}phenyl)-4,4-dimethyl-4,5-dihydro-1H-pyrazolo[4,3-H]quinazoline-3-carboxamide NC1=NC=2C3=C(C(CC2C=N1)(C)C)C(=NN3)C(=O)NC3=CC=C(C=C3)C(=O)N3CCC(CC3)CO